C1(=CC=CC=C1)C(N1CCN(CC1)C(=O)C1=NOC=C1)C1=CC=CC=C1 1-(diphenylmethyl)-4-(1,2-oxazole-3-carbonyl)piperazine